N-(n-propyl)-thiophosphoric triamide C(CC)NP(N)(N)=S